CC1=CC=C(C=C1)NC1C(CCCC1)O 2-(4-methylphenylamino)cyclohexanol